C(C)(=O)NC(C)C1=CC=C(C=C1)NC1=NC=NC2=CC(=C(C=C12)O)OC 4-[4-(1-acetamidoethyl)phenylamino]-6-hydroxy-7-methoxyquinazoline